(2S,3S)-3-hydroxy-N-(1-(m-tolyl)-1H-indazol-6-yl)pyrrolidine-2-carboxamide hydrochloride Cl.O[C@@H]1[C@H](NCC1)C(=O)NC1=CC=C2C=NN(C2=C1)C=1C=C(C=CC1)C